N-((5-chloro-6-(isoxazol-3-ylmethoxy)-1H-indol-2-yl)methyl)piperidine-1-carboxamide ClC=1C=C2C=C(NC2=CC1OCC1=NOC=C1)CNC(=O)N1CCCCC1